1-[6-(1-hydroxy-1-methylethyl)pyridin-2-yl]-2-methyl-6-(methylsulfinyl)-1,2-dihydro-3H-pyrazolo[3,4-d]pyrimidin-3-one OC(C)(C)C1=CC=CC(=N1)N1N(C(C=2C1=NC(=NC2)S(=O)C)=O)C